ClC1=C(C(=O)O)C=C(C=C1F)NC(=O)[C@@H]1C([C@H]1C1=CC(=C(C=C1)F)Cl)(Cl)Cl 2-chloro-5-((1r,3r)-2,2-dichloro-3-(3-chloro-4-fluorophenyl)cyclopropane-1-carboxamido)-3-fluorobenzoic acid